N-[6-[7,7-difluoro-2-[(2S,3R)-3-fluoro-2-methyl-azetidin-1-yl]-5,6-dihydrocyclopenta[d]pyrimidin-4-yl]-1,1-dioxo-2,3-dihydrobenzothiophen-3-yl]methanesulfonamide FC1(CCC2=C1N=C(N=C2C2=CC1=C(C(CS1(=O)=O)NS(=O)(=O)C)C=C2)N2[C@H]([C@@H](C2)F)C)F